BrC1=C2C(=NC=C1)NC(=N2)C=2C(=NN(C2C)C2CCOCC2)C 7-Bromo-2-[3,5-dimethyl-1-(tetrahydro-pyran-4-yl)-1H-pyrazol-4-yl]-3H-imidazo[4,5-b]pyridine